N-(3-(2-aminoquinazolin-6-yl)-2,4-difluorophenyl)-2,5-dimethoxybenzenesulfonamide NC1=NC2=CC=C(C=C2C=N1)C=1C(=C(C=CC1F)NS(=O)(=O)C1=C(C=CC(=C1)OC)OC)F